BrC=1C=C2N(N=CC(=C2NCC2CC(N(CC2)C(=O)OC(C)(C)C)(C)C)C(N)=NC2=C(C=CC(=C2)F)Cl)C1 tert-butyl 4-[[[6-bromo-3-[N'-(2-chloro-5-fluoro-phenyl)carbamimidoyl]pyrrolo[1,2-b]pyridazin-4-yl]amino]methyl]-2,2-dimethyl-piperidine-1-carboxylate